FC(S(=O)(=O)OC1=CC(=C2C(=N1)CCC2=O)C(F)(F)F)(F)F 5-oxo-4-(trifluoromethyl)-6,7-dihydro-5H-cyclopenta[b]pyridin-2-yl trifluoromethanesulfonate